3-((2-amino-3-methoxypyridin-4-yl)methoxy)-5-(2,5-dimethyl-1,2,3,4-tetrahydroisoquinolin-7-yl)pyrazin-2-amine NC1=NC=CC(=C1OC)COC=1C(=NC=C(N1)C1=CC(=C2CCN(CC2=C1)C)C)N